3-(((1,4-dihydroquinazolin-2-yl)thio)methyl)-6-phenethyl-5,6-dihydroimidazo[2,1-b]thiazole N1C(=NCC2=CC=CC=C12)SCC=1N2C(SC1)=NC(C2)CCC2=CC=CC=C2